(E)-2-buten-1-one C(\C=C\C)=O